C(C)(C)(C)C1=C(C=C(C(=C1)OCCOCCOC)C(C)(C)C)OCCOCCOC 1,4-di-tert-butyl-2,5-bis(2-(2-methoxyethoxy)ethoxy)benzene